R-(+)-2,2'-dimethoxy-1,1'-binaphthyl-3,3'-diboronic acid COC1=C(C2=CC=CC=C2C=C1B(O)O)C1=C(C(=CC2=CC=CC=C12)B(O)O)OC